CC1=CC=C(C=C1)N1C(CCC1)CSC1=CC=CC=C1 1-(4-methylphenyl)-2-((phenylthio)methyl)pyrrolidine